6-[2-(2-hydroxypropan-2-yl)-1,3-thiazol-5-yl]-N-(1-methylindazol-7-yl)pyridine-3-sulfonamide OC(C)(C)C=1SC(=CN1)C1=CC=C(C=N1)S(=O)(=O)NC=1C=CC=C2C=NN(C12)C